6-(2-hydroxyphenyl)-2-(2-fluoropyridin-4-yloxymethyl)imidazo[1,2-a]pyrimidine OC1=C(C=CC=C1)C=1C=NC=2N(C1)C=C(N2)COC2=CC(=NC=C2)F